5-(2,5-dichloropiperazin-1-yl)-2,3-dihydro-1,4-benzodioxine ClC1N(CC(NC1)Cl)C1=CC=CC=2OCCOC21